(S)-2-(5-(5-amino-3-fluoro-6-(1-oxo-1,2,3,4-tetrahydroisoquinolin-6-yl)pyrazin-2-yl)-2-(tetrahydro-2H-pyran-4-yl)phenyl)pyrrolidine-1-carboxylic acid tert-butyl ester C(C)(C)(C)OC(=O)N1[C@@H](CCC1)C1=C(C=CC(=C1)C1=NC(=C(N=C1F)N)C=1C=C2CCNC(C2=CC1)=O)C1CCOCC1